C(C)(=O)N[C@H]1CO[C@@H]([C@H]([C@@H]1O)O)CO 2-acetamido-1,5-anhydro-2-deoxy-D-glucitol